S(=O)(=O)(O[O-])[O-].[K+].[K+] potassium peroxomonosulfate